5-(4-(diphenylamino)phenyl)pentanoic acid C1(=CC=CC=C1)N(C1=CC=C(C=C1)CCCCC(=O)O)C1=CC=CC=C1